C(#N)N1NN=C(C(=N1)C1=CC=C(C=C1)OC)C#N 3,6-dicyano-5-(4-methoxyphenyl)-1,2,4-triazazine